[18F]COCC[N+](C)(C)C [18F]fluoromethylcholine